BrC=1SC=2CN(CCC2N1)C=1C(=CC=2N(N1)C(C=C(N2)C(=O)OCC)=O)C ethyl 7-(2-bromo-6,7-dihydrothiazolo[5,4-c]pyridin-5(4H)-yl)-8-methyl-4-oxo-4H-pyrimido[1,2-b]pyridazine-2-carboxylate